BrCCC1CCOCC1 4-(2-bromoethyl)tetrahydro-2H-pyran